1-tert-butyl-4-(1,2-diazaethyl)benzene C(C)(C)(C)C1=CC=C(C=C1)NN